CC1(OB(OC1(C)C)C=1C=C(C2=C(C=CO2)C1)SC)C 4,4,5,5-tetramethyl-2-(7-methylsulfanylbenzofuran-5-yl)-1,3,2-dioxaborolane